COC=1C=C(C=C2C=CC3(N(C4=CC=CC=C4C3(C)C)C(C(=O)O)C)OC12)[N+](=O)[O-] 2-(8-methoxy-3',3'-dimethyl-6-nitrospiro[chromene-2,2'-indole]-1'-yl)propionic acid